C1(CC1)C=1SC2=C(N1)NC=C2CC(=O)N(C)OC 2-(2-cyclopropyl-4H-pyrrolo[2,3-d]thiazol-6-yl)-N-methoxy-N-methylacetamide